C(CCCCCCCCCCC\C=C/C=C)O (13Z)-13,15-hexadecadiene-1-ol